C1(CC1)C=1CCCC2=C(C1C1=CC=C(C=C1)N1CCC(CC1)C(OC)OC)C=CC(=C2)C(=O)OC methyl 8-cyclopropyl-9-(4-(4-(dimethoxymethyl)piperidin-1-yl)phenyl)-6,7-dihydro-5H-benzo[7]annulene-3-carboxylate